FC1=C(C=C(C=C1)[C@H](C)NC(=O)C=1C=NC2=C(N=C(C=C2C1N1CCN[C@H](CC1)C)C)C1CC1)OC N-[(S)-1-(4-fluoro-3-methoxyphenyl)ethyl]-4-[(S)-5-methyl-1,4-diazepan-1-yl]-8-cyclopropyl-6-methyl-1,7-diaza-3-naphthamide